NC=1SC(=C(N1)C1=CC(=C(C=C1)N1C(OCC1)=O)C)C 3-[4-(2-amino-5-methyl-1,3-thiazol-4-yl)-2-methylphenyl]-1,3-oxazolidin-2-one